N-[(1R)-1-(4-fluorophenyl)ethyl]-2-methyl-6-(propan-2-yloxy)pyrido[3,4-d]pyrimidin-4-amine FC1=CC=C(C=C1)[C@@H](C)NC=1C2=C(N=C(N1)C)C=NC(=C2)OC(C)C